(3-(1-(5-chloropyrimidin-2-yl)piperidin-4-yl)cyclobutyl)methanol ClC=1C=NC(=NC1)N1CCC(CC1)C1CC(C1)CO